2,4-dichloro-6-(trifluoromethyl)imidazo[2,1-f][1,2,4]triazine ClC1=NN2C(C(=N1)Cl)=NC(=C2)C(F)(F)F